C(#N)[C@H](C[C@@H]1C(NCCC1)=O)NC(=O)[C@@H]1N([C@H]2CC([C@@H]1CC2)(F)F)C(=O)C2(C1=CC(=CC=C1C=1C=CC(=CC21)F)F)O (1R,3R,4R)-N-((S)-1-cyano-2-((R)-2-oxopiperidin-3-yl)ethyl)-2-(2,7-difluoro-9-hydroxy-9H-fluorene-9-carbonyl)-5,5-difluoro-2-azabicyclo[2.2.2]octane-3-carboxamide